ClC=1C=C(C=C2CCN(CC12)CCCF)B1OC(C(O1)(C)C)(C)C 8-Chloro-2-(3-fluoropropyl)-6-(4,4,5,5-tetramethyl-1,3,2-dioxaborolan-2-yl)-1,2,3,4-tetrahydroisoquinoline